FC=1C(=C2C(=NC1N1CC3(CN(C3)C(C=C)=O)CC1)CC(OC2)(C)C)C2=CC(=CC1=CC=CC=C21)O 1-(6-(3-fluoro-4-(3-hydroxy-1-naphthalenyl)-7,7-dimethyl-7,8-dihydro-5H-pyrano[4,3-b]pyridin-2-yl)-2,6-diazaspiro[3.4]octan-2-yl)-2-propen-1-one